FC(C=1C=C(C=C2C(N(CC12)C1=CC(=CC=C1)C1(CC(C1)OC)C1=NN=CN1C)=O)CN(C(OC(C)(C)C)=O)C1(CCC1)C)F tert-butyl ((7-(difluoromethyl)-2-(3-((1s,3s)-3-methoxy-1-(4-methyl-4H-1,2,4-triazol-3-yl)cyclobutyl)phenyl)-3-oxoisoindolin-5-yl)methyl)(1-methylcyclobutyl)carbamate